3,6-bis(9-isocyanatononyl)-4,5-di-(1-heptenyl)cyclohexene N(=C=O)CCCCCCCCCC1C=CC(C(C1C=CCCCCC)C=CCCCCC)CCCCCCCCCN=C=O